NC1=CC=C(OC2=CC=CC=C2)C=C1 (4-aminophenoxy)benzene